CC=1N=C2C(=NC(=NC2=NC1C)[C@@H]1C[C@@H](OCC1)C=1C=NN(C1)C1CC1)S(=O)(=O)C 6,7-dimethyl-4-methylsulfonyl-2-[(2R,4S)-2-(1-cyclopropylpyrazol-4-yl)tetrahydropyran-4-yl]Pteridine